3-undecyl-1H-pyrazole-5(4H)-on C(CCCCCCCCCC)C1=NNC(C1)=O